ClC1=CC=CC(=N1)C(CNC(=O)C=1N=NN(C1)C1=NC=C(C=C1F)F)(C)C=1C=NN(C1)C N-[2-(6-chloro-2-pyridinyl)-2-(1-methylpyrazol-4-yl)propyl]-1-(3,5-difluoro-2-pyridinyl)triazole-4-carboxamide